2,3,5,9-tetrahydrofuro[3,2-c]quinoline O1CCC2=CNC3=CC=CCC3=C21